Cl.C(C)(C)C1=C(C(=CC=C1)C(C)C)N1CN(C=C1)C1=C(C=CC=C1C(C)C)C(C)C 1,3-bis(2,6-diisopropylphenyl)imidazole hydrochloride